C1=CC=CC=2C=3C=CC4=C(C=CC=C4C=4N=C(OC4)CCC(N)N)C3C=CC12 phenanthrophenyl-oxazolepropanediamine